ethyl 4-(3-methyloxetan-3-yl)-2-(6-azaspiro[2.5]octan-6-yl)benzoate CC1(COC1)C1=CC(=C(C(=O)OCC)C=C1)N1CCC2(CC2)CC1